CC=1C=C(C=CC1C)C1=C(C=CC(=N1)NS(=O)(=O)C1=CC=CC=C1)C N-[6-(3,4-Dimethylphenyl)-5-methyl-2-pyridyl]benzenesulfonamide